[O-2].[V+5].[Li+].[O-2].[O-2] Lithium vanadium (V) oxide